CC1=C(OC(C(=O)O)C)C=CC(=C1)CN1N=CN(C1=O)C1=CC=C(C=C1)C 2-methyl-4-((5-oxo-4-(p-tolyl)-4,5-dihydro-1H-1,2,4-triazol-1-yl)methyl)phenoxypropionic acid